5-nitro-N-(1-phenylethyl)benzamide [N+](=O)([O-])C=1C=CC=C(C(=O)NC(C)C2=CC=CC=C2)C1